1-[4-[2-(3,5-dimethylphenoxy)acetyl]-1-piperazinyl]-3-(4-methoxyphenyl)-1-Propanone CC=1C=C(OCC(=O)N2CCN(CC2)C(CCC2=CC=C(C=C2)OC)=O)C=C(C1)C